C12CCCC(N(C1)C1=NC(=NC3=C(C(=CC=C13)C1=CC(=CC3=CC=CC=C13)O)F)OC[C@H]1N(CCC1)C)CN2 4-(4-(6,8-diazabicyclo[3.2.2]nonan-6-yl)-8-fluoro-2-(((S)-1-methylpyrrolidin-2-yl)methoxy)quinazolin-7-yl)naphthalen-2-ol